ethyl 2-((1S,2S,3R,8S)-2-(((tert-butoxycarbonyl)amino)methyl)tricyclo[4.2.1.03,8]nonan-2-yl)acetate C(C)(C)(C)OC(=O)NC[C@@]1([C@@H]2[C@H]3CC(CC[C@@H]13)C2)CC(=O)OCC